FC1=CC=CC2=C1N=C(S2)[C@H]2N(CCC1=C2N=CN1)C(=O)C=1OC(=NN1)C1=NC=C(C=C1)C(F)(F)F (S)-(4-(4-fluorobenzo[d]thiazol-2-yl)-6,7-dihydro-1H-imidazo[4,5-c]pyridin-5(4H)-yl)(5-(5-(trifluoromethyl)pyridin-2-yl)-1,3,4-oxadiazol-2-yl)methanone